C(CCC)P([O-])(=O)CCCCCC.[Sn+4].C(CCC)P([O-])(=O)CCCCCC.C(CCC)P([O-])(=O)CCCCCC.C(CCC)P([O-])(=O)CCCCCC tin butylhexylphosphinate